4-(2,5-dioxo-2,5-dihydro-1H-pyrrol-1-yl)naphthalene-1-sulfonic acid O=C1N(C(C=C1)=O)C1=CC=C(C2=CC=CC=C12)S(=O)(=O)O